1-(4-(2-oxa-6-azaspiro[3.3]heptan-6-yl)cyclohexyl)-6-isopropyl-5-(8-methoxy-[1,2,4]triazolo[1,5-a]pyridin-6-yl)-1,3-dihydro-2H-benzo[d]imidazol-2-one C1OCC12CN(C2)C2CCC(CC2)N2C(NC1=C2C=C(C(=C1)C=1C=C(C=2N(C1)N=CN2)OC)C(C)C)=O